6-(3-chlorophenyl)-N-[(2-morpholino-3-pyridinyl)methyl]pyridazine-4-carboxamide ClC=1C=C(C=CC1)C1=CC(=CN=N1)C(=O)NCC=1C(=NC=CC1)N1CCOCC1